FC1=CC=C(C=C1)C=1C(=NC=CN1)NC1=CC=C(C=C1)C1=NN=C(S1)NC(C)=O N-[5-(4-{[3-(4-fluorophenyl)pyrazin-2-yl]amino}phenyl)-1,3,4-thiadiazol-2-yl]acetamide